2-((S)-4-((R)-7-(8-chloronaphthalen-1-yl)-2-((1-(pyrrolidin-1-ylmethyl)cyclopropyl)methoxy)-7,8-dihydro-5H-pyrano[4,3-d]pyrimidin-4-yl)-1-(2-fluoroacryloyl)piperazin-2-yl)acetonitrile ClC=1C=CC=C2C=CC=C(C12)[C@H]1CC=2N=C(N=C(C2CO1)N1C[C@@H](N(CC1)C(C(=C)F)=O)CC#N)OCC1(CC1)CN1CCCC1